(2S,6R)-tert-butyl-4-(1-(hydroxymethyl)cyclopropyl)-2,6-dimethylpiperazine-1-carboxylic acid tert-butyl ester C(C)(C)(C)OC(=O)N1[C@@](CN(C[C@H]1C)C1(CC1)CO)(C)C(C)(C)C